chloroacetaldehyde 5,5-dimethyl-2-cyclopentenyl ethyl acetal C(C)OC(CCl)OC1C=CCC1(C)C